FC12CCC(CC1)(CC2)COC2=NN=C(S2)N 5-((4-fluoro-bicyclo(2.2.2)oct-1-yl)methoxy)-1,3,4-thiadiazol-2-amine